FC1=CC(=C(OCCCCOC2=C(C=C(C=C2)F)I)C=C1)I 1,4-bis(4-fluoro-2-iodophenoxy)butane